C(C)(=O)C1=NN(C2=CC=C(C=C12)C=1C=NC(=NC1)C)CC(=O)N1[C@@H]([C@@H](CC1)N1C(C2=CC=CC=C2C1=O)=O)C(=O)NC1=NC(=CC=C1)Br (2S,3R)-1-(2-(3-Acetyl-5-(2-methylpyrimidin-5-yl)-1H-indazol-1-yl)acetyl)-N-(6-bromopyridin-2-yl)-3-(1,3-dioxoisoindolin-2-yl)pyrrolidine-2-carboxamide